(3-((5-(Hydroxymethyl)pyridin-2-yl)methyl)-1,2,3-oxadiazol-3-ium-5-yl)((3-(2-phenylacetamido)-5-(trifluoromethyl)phenyl)-carbamoyl)amide OCC=1C=CC(=NC1)C[N+]1=NOC(=C1)[N-]C(NC1=CC(=CC(=C1)C(F)(F)F)NC(CC1=CC=CC=C1)=O)=O